[Fe].[Si].[Cr] chromium-silicon-iron